C(C)(=O)[O-].[Fe+3].C(C)(=O)[O-].C(C)(=O)[O-] iron (iii) acetate